6-methyl-5-{2-[2-(7-methylquinoline-8-sulfonamido)phenyl]ethynyl}pyridine-2-carboxylic acid CC1=C(C=CC(=N1)C(=O)O)C#CC1=C(C=CC=C1)NS(=O)(=O)C=1C(=CC=C2C=CC=NC12)C